(S)-N-((S)-1-cyano-2-((S)-2-oxopyrrolidin-3-yl)ethyl)-3-(3-fluorophenyl)-2-(2-(4-(trifluoromethoxy)-phenoxy)acetamido)propenamide C(#N)[C@H](C[C@H]1C(NCC1)=O)NC(C(=CC1=CC(=CC=C1)F)NC(COC1=CC=C(C=C1)OC(F)(F)F)=O)=O